4-[(4-chlorophenyl)methyl]-2-(7,8-difluoro-3-quinolyl)-6,6-dimethyl-4,5-dihydro-1,3-oxazine ClC1=CC=C(C=C1)CC1N=C(OC(C1)(C)C)C=1C=NC2=C(C(=CC=C2C1)F)F